O1C2=C(N=CC1N)C=CC=C2 benzo[1,2-b][1,4]oxazin-2-amine